(pyridin-3-ylethynyl)thiophene-2-carbaldehyde Oxime Hydrochloride Cl.N1=CC(=CC=C1)C#CC1=C(SC=C1)C=NO